C(C=C)(=O)N1C[C@H](OC[C@@H]1CO)C1=CC(=NC(=C1)Cl)C1=CC(=NC=C1)C(=O)NC 4-((2R,5S)-4-acryloyl-5-(hydroxymethyl)morpholin-2-yl)-6-chloro-N-methyl-[2,4'-bipyridine]-2'-carboxamide